C(#C)C=1C(=CC=C2C=C(C=C(C12)C1=C(C=2N=C(N=C(C2C=N1)NCC1(CCC1)N(C(C=C)=O)C)OCC12CCCN2CCC1)F)O)F N-(1-(((7-(8-ethynyl-7-fluoro-3-hydroxynaphthalen-1-yl)-8-fluoro-2-((tetrahydro-1H-pyrrolizin-7a(5H)-yl)methoxy)pyrido[4,3-d]pyrimidin-4-yl)amino)methyl)cyclobutyl)-N-methylacrylamide